(bromomethyl)-3,5-dimethylquinoxalin-2(1H)-one BrCN1C(C(=NC2=C(C=CC=C12)C)C)=O